[(Z)-[amino(cyclopropyl)methylene]amino] 4-[1-[methyl-(2,5,6-trimethylpyrimidin-4-yl)amino]ethyl]benzoate CN(C(C)C1=CC=C(C(=O)O\N=C(\C2CC2)/N)C=C1)C1=NC(=NC(=C1C)C)C